FC(C1=NC(=NC(=N1)C(F)(F)F)N1[C@H](C=2NC3=CC=C(C=C3C2CC1)Cl)CC(CC)C)(F)F (1S)-2-[4,6-bis(trifluoromethyl)-1,3,5-triazin-2-yl]-6-chloro-1-(2-methylbutyl)-2,3,4,9-tetrahydro-1H-pyrido[3,4-b]indole